4-chloro-2-methylbutanoyl chloride ClCCC(C(=O)Cl)C